(R)-3-((S)-4-ethyl-8-fluoro-4-hydroxy-3,6,14-tricarbonyl-4,6,12,14-tetrahydro-1H-pyrano[3',4':6,7]indolizino[2,1-b]quinoline-11(3H)-yl)pyrrolidine-1-carboxylic acid tert-butyl ester C(C)(C)(C)OC(=O)N1C[C@@H](CC1)N1C2=C(C(C3=CC(=CC=C13)F)=C=O)C1=CC3=C(C(N1C2)=C=O)COC([C@]3(O)CC)=C=O